4,4'-(2-ethylidene)diphenol CC(C1=CC=C(C=C1)O)C1=CC=C(C=C1)O